C(=O)O.C1(=CCCCC1)C1=CCCCC1 bicyclohexene formate